BrC=1C(=NC=C(C(=O)N(CC)CC)C1)Cl 5-bromo-6-chloro-N,N-diethylnicotinamide